4-[(4-methoxybenzyl)sulfonyl]-N,N-dimethyl-2-nitroaniline COC1=CC=C(CS(=O)(=O)C2=CC(=C(N(C)C)C=C2)[N+](=O)[O-])C=C1